FC(C(C(OC(C(F)(F)F)(C(F)(F)OC(F)(F)F)F)(F)F)(OC(F)(F)F)F)(F)F 1,1,1,2,3,3-hexafluoro-3-{[1,1,1,2,3,3-hexafluoro(trifluoromethoxy)propan-2-yl]oxy}-2-(trifluoromethoxy)propane